F[C@H](CNC(=O)C=1C=NC=2N(C1N[C@@H]1[C@@H](CCC1)O)N=C(C2)C=2C=NC=CC2)C(C)(C)O N-((R)-2-fluoro-3-hydroxy-3-methylbutyl)-7-(((1S,2R)-2-hydroxycyclopentyl)amino)-2-(pyridin-3-yl)pyrazolo[1,5-a]pyrimidine-6-carboxamide